N[C@H](C(=O)OC)CC1=CC=C(C=C1)C=1C(N(C(=CC1C(F)(F)F)C)C)=O methyl (S)-2-amino-3-(4-(1,6-dimethyl-2-oxo-4-(trifluoromethyl)-1,2-dihydropyridin-3-yl)phenyl)propanoate